(2-chloro-3-methoxy-phenyl)-[(3R,9aS)-3-(3-chloro-4-fluoro-phenyl)-3-hydroxy-1,4,6,7,9,9a-hexahydropyrazino[2,1-c][1,4]oxazin-8-yl]methanone ClC1=C(C=CC=C1OC)C(=O)N1C[C@H]2CO[C@](CN2CC1)(O)C1=CC(=C(C=C1)F)Cl